C12(CC3CC(CC(C1)C3)C2)C(=O)N[C@H](C(=O)OCC2=CC=CC=C2)CCC(=O)N2CCN(CC2)C Benzyl (S)-2-(adamantane-1-carboxamido)-5-(4-methylpiperazin-1-yl)-5-oxopentanoate